C(C#C)OC1=C(C=CC=C1)C=O 2-(2-PROPYNYLOXY)BENZENECARBALDEHYDE